COC=1C=C2C(=NC(=NC2=CC1OC)C)OC1=CC(=C(C(=C1)F)C(C(=O)O)=O)F (4-((6,7-dimethoxy-2-methylquinazolin-4-yl)oxy)-2,6-difluorophenyl)-2-oxoacetic acid